FC=1C(N(C=C(C1)CCN1CC(C1)F)C(C(=O)N[C@@H](CC(=O)O)C=1C=C(C=C(C1F)C)C1=C(C=C(C=C1C)F)F)CC(C)C)=O (3S)-3-(2-(3-fluoro-5-(2-(3-fluoroazetidin-1-yl)ethyl)-2-oxopyridin-1(2H)-yl)-4-methylpentanamido)-3-(2',4,4'-trifluoro-5,6'-dimethylbiphenyl-3-yl)propanoic acid